3-isopropyl-6-methylpyrazolo[5,1-b][1,3]thiazole-2-carboxylic acid ethyl ester C(C)OC(=O)C1=C(N2C(S1)=CC(=N2)C)C(C)C